(S)-3-amino-3-(4-fluoro-2',4',6'-trimethyl-5-(trifluoromethyl)-[1,1'-biphenyl]-3-yl)propanoic acid ethyl ester hydrochloride Cl.C(C)OC(C[C@@H](C=1C=C(C=C(C1F)C(F)(F)F)C1=C(C=C(C=C1C)C)C)N)=O